6-((1-((dimethyl(octyl)silyl)oxy)octyl)oxy)-N-(6-((1-((dimethyl(octyl)silyl)oxy)octyl)oxy)hexyl)-N-(2-(1-methylpyrrolidin-2-yl)ethyl)hexan-1-amine C[Si](OC(CCCCCCC)OCCCCCCN(CCC1N(CCC1)C)CCCCCCOC(CCCCCCC)O[Si](CCCCCCCC)(C)C)(CCCCCCCC)C